N1C(CCC=C1)=O 1,3-dihydro-2H-pyridone